ClC1=CC=C(C=N1)NC1=NC=CC2=CC(=CC=C12)O 1-((6-chloropyridin-3-yl)amino)isoquinolin-6-ol